CS(=O)(=O)N1CC=2N(CC1)N=CC2N 5-(methylsulfonyl)-4,5,6,7-tetrahydropyrazolo[1,5-a]pyrazin-3-amine